C1(=CC=CC=C1)[Si](OC)(OC)C(C)(C)C phenyl-tertiary butyl-dimethoxysilane